N-(1-Cyanocyclopropyl)-4-(4-(cyclopropanecarbonyl)piperazin-1-yl)-9-(5-(difluoromethyl)-1,3,4-thiadiazol-2-yl)-9H-pyrimido[4,5-b]indole-7-sulfonamide C(#N)C1(CC1)NS(=O)(=O)C1=CC=C2C3=C(N(C2=C1)C=1SC(=NN1)C(F)F)N=CN=C3N3CCN(CC3)C(=O)C3CC3